CN([C@H](CC(C)C)C(=O)N1CCN(CC1)C1=CC=C(C=N1)C=1C=2N(C=C(C1)OCC)N=CC2C#N)C 4-(6-(4-(dimethyl-D-leucyl)piperazin-1-yl)pyridin-3-yl)-6-ethoxypyrazolo[1,5-a]pyridine-3-carbonitrile